2-(4-chloro-1-isopropyl-1H-pyrazol-5-yl)-4-(4-(1-ethyl-4-(trifluoromethyl)-1H-imidazol-2-yl)-3-fluorobenzyl)-[1,2,4]triazolo[1,5-a]pyrimidin-5(4H)-one ClC=1C=NN(C1C1=NN2C(N(C(C=C2)=O)CC2=CC(=C(C=C2)C=2N(C=C(N2)C(F)(F)F)CC)F)=N1)C(C)C